tert-butyl 4-acetyl-3,3-dimethylpiperidine-1-carboxylate C(C)(=O)C1C(CN(CC1)C(=O)OC(C)(C)C)(C)C